C(C[NH+](CC(=O)[O-])CC(=O)[O-])[NH+](CC(=O)[O-])CC(=O)[O-].[Na+].[Na+] The molecule is an organic sodium salt that is the anhydrous form of the disodium salt of ethylenediaminetetraacetic acid (EDTA). It has a role as a chelator. It contains an EDTA(2-).